(S)-2-(6-oxo-5-phenylpyrimidin-1(6H)-yl)-N-(1-phenylethyl)acetamide O=C1C(=CN=CN1CC(=O)N[C@@H](C)C1=CC=CC=C1)C1=CC=CC=C1